C(CCCCCCCCCCCCCCC)CN([O-])C Palmityldimethylaminoxid